FC1(CN[C@@H]2[C@H]1N(N(C2)CC(C(=O)OC(C)(C)C)(C)C)C)F tert-Butyl 3-((cis)-6,6-difluoro-1-methylhexahydropyrrolo[3,2-c]pyrazol-2(1H)-yl)-2,2-dimethylpropanoate